OC(COC(C=C)=O)C acrylic acid 2-hydroxypropyl ester